[Si](C1=CC=CC=C1)(C1=CC=CC=C1)(C(C)(C)C)OCC1CC(C1)O (1s,3s)-3-(((tert-Butyldiphenylsilyl)oxy)methyl)cyclobutan-1-ol